1-(3-chloro-5-fluoropyridin-4-yl)cyclopropane-1-carboxylic acid ClC=1C=NC=C(C1C1(CC1)C(=O)O)F